FC1=C(C=CC=C1)C=1N(C=CC1C=O)S(=O)(=O)C=1C=NC=CC1 (2-fluorophenyl)-1-(pyridine-3-sulfonyl)-pyrrole-3-formaldehyde